2-(2-cyclopropoxypyridin-3-yl)-9-(4-(1-methyl-4-(trifluoromethyl)-1H-imidazol-2-yl)benzyl)-7,9-dihydro-8H-purin-8-one C1(CC1)OC1=NC=CC=C1C1=NC=C2NC(N(C2=N1)CC1=CC=C(C=C1)C=1N(C=C(N1)C(F)(F)F)C)=O